OCC(C1=CC=CC=C1)N1CCCCC1 1-(2-hydroxy-1-phenylethyl)piperidin